7,8-Dihydro-2-(4-(pyridin-2-yl)benzyl)-3-(4-fluoro-3-methylphenylamino)-5,7,7-trimethyl-[2H]-imidazo-[1,2-a]pyrazolo[4,3-e]pyrimidin-4(5H)-one N1=C(C=CC=C1)C1=CC=C(CN2N=C3C(C(N(C=4N3CC(N4)(C)C)C)=O)=C2NC2=CC(=C(C=C2)F)C)C=C1